p-di(tert-butylperoxy)diisopropylbenzene C(C)(C)(C)OOC1=C(C(=C(C=C1)OOC(C)(C)C)C(C)C)C(C)C